C(CC)(=O)N[C@@H](CCC(=O)[O-])C(=O)[O-] N-propionyl-L-glutamate